2-isobutyl-2-isoPropyl-1,3-dimethoxyPropane C(C(C)C)C(COC)(COC)C(C)C